phenyl diboronate B(OC1=CC=CC=C1)OB[O-]